tert-butyl 4-((4-(2-(2,6-dioxopiperidin-3-yl)-4-methyl-1-oxo-1,2-Dihydrophthalazin-6-yl)piperazin-1-yl)methyl)piperidine-1-carboxylate O=C1NC(CCC1N1C(C2=CC=C(C=C2C(=N1)C)N1CCN(CC1)CC1CCN(CC1)C(=O)OC(C)(C)C)=O)=O